N-(4-(4-amino-7-(tetrahydro-2H-pyran-3-yl)imidazo[5,1-f][1,2,4]triazin-5-yl)benzyl)-5-fluoro-2-methoxybenzamide NC1=NC=NN2C1=C(N=C2C2COCCC2)C2=CC=C(CNC(C1=C(C=CC(=C1)F)OC)=O)C=C2